5-fluoro-2-(pyrimidin-5-yloxy)benzoic acid methyl ester COC(C1=C(C=CC(=C1)F)OC=1C=NC=NC1)=O